(2R,4R)-N2-(5-((-)-1-(3-cyanophenyl)-3-cyclopropyl-1-((R)-1,1-dimethylethylsulfinamido)propyl)-2-fluorophenyl)-4-hydroxy-N1-phenylpyrrolidine-1,2-dicarboxamide C(#N)C=1C=C(C=CC1)C(CCC1CC1)(N[S@](=O)C(C)(C)C)C=1C=CC(=C(C1)NC(=O)[C@@H]1N(C[C@@H](C1)O)C(=O)NC1=CC=CC=C1)F